NC1=NC=C(C(=N1)N)OC=1C(=CC(=C(C1)C(C)=O)O)C(C)C 1-[5-(2,4-Diamino-pyrimidin-5-yloxy)-2-hydroxy-4-isopropyl-phenyl]-ethanone